C(N)(=O)C=1C(=NC(=C(N1)CC)C)NC=1C=C(CCNC([C@H](C)N(C(OC(C)(C)C)=O)C)=O)C=CC1 tert-butyl (S)-(1-((3-((3-carbamoyl-5-ethyl-6-methylpyrazin-2-yl)amino)phenethyl)amino)-1-oxopropan-2-yl)(methyl)carbamate